C(#N)C=1C=CC(=NC1)OC1C(CC(C1)C1=CC=C(C=C1)F)N1C[C@@H](CCC1)NC(OC(C)(C)C)=O tert-butyl (3R)-1-(2-(5-cyanopyridin-2-yloxy)-4-(4-fluorophenyl)cyclopentyl)piperidin-3-ylcarbamate